BrC=1N=C2C(=NC1)N=C(S2)N2CC=C(C=C2C#N)C2=C(C=CC(=C2)C#N)OC N-(6-Bromothiazolo[4,5-b]pyrazin-2-yl)-6-cyano-4-(5-cyano-2-methoxyphenyl)pyridine